3-(2-cyanopropan-2-yl)-N-(3-(4-(6-(cyclopropanecarboxamido)-4-methylpyridin-3-yl)-1H-pyrazol-1-yl)-4-methylphenyl)benzamide C(#N)C(C)(C)C=1C=C(C(=O)NC2=CC(=C(C=C2)C)N2N=CC(=C2)C=2C=NC(=CC2C)NC(=O)C2CC2)C=CC1